monofluorodiethoxyethane FC(C)(OCC)OCC